phenyl(methylfluorophenyl)pyridine C1(=CC=CC=C1)C=1C(=NC=CC1)C1=C(C(=CC=C1)C)F